N1=CC(=CC=2OCC3N(C21)CCNC3)C#N 6,6a,7,8,9,10-hexahydropyrazino[1,2-d]pyrido[3,2-b][1,4]oxazine-3-carbonitrile